(1R,3S)-3-(3-{[(3-methyl-1,2-oxazol-5-yl)acetyl]-amino}-1H-pyrazol-5-yl)-cyclopentyl (3R)-3-meth-ylmorpholine-4-carboxylate C[C@H]1N(CCOC1)C(=O)O[C@H]1C[C@H](CC1)C1=CC(=NN1)NC(CC1=CC(=NO1)C)=O